methyl 2'-ethyl-5-fluoro-[1,1'-biphenyl]-3-carboxylate C(C)C1=C(C=CC=C1)C1=CC(=CC(=C1)F)C(=O)OC